(2R,3S,4S)-4-hydroxy-2-[(4-methoxyphenyl)methyl]pyrrolidin-3-yl N-[(2-oxo-1H-pyridin-4-yl)methyl]carbamate O=C1NC=CC(=C1)CNC(O[C@H]1[C@H](NC[C@@H]1O)CC1=CC=C(C=C1)OC)=O